C1(=CC=CC=C1)C(C)SCCC(=O)OCCCCCCCCCCCCCCCCCC octadecyl 3-((1-phenylethyl)thio)propanoate